C(C)OC=1C(=C(C=CC1)C1=CC=C(C(=N1)N1C(C[C@@H](C1)C)(C)C)C(=O)NS(=O)(=O)C=1C(NC=CC1)=O)F 6-(3-Ethoxy-2-fluorophenyl)-N-[(2-oxo-1H-pyridin-3-yl)sulfonyl]-2-[(4S)-2,2,4-trimethylpyrrolidin-1-yl]pyridin-3-carboxamid